((3aR,4R,6R,6aR)-6-(4-aminopyrrolo[2,1-f][1,2,4]triazin-7-yl)-6-cyano-2,2-dimethyltetrahydrofuro[3,4-d][1,3]dioxol-4-yl)methyl (2-(octadecyloxy)ethyl) hydrogen phosphate P(=O)(OC[C@H]1O[C@@]([C@@H]2OC(O[C@@H]21)(C)C)(C#N)C2=CC=C1C(=NC=NN12)N)(OCCOCCCCCCCCCCCCCCCCCC)O